OCCOC1=CC(=NC=C1)C=1N=C(C2=C(N1)CCC2)N([C@@H](C(=O)NC=2C=NC(=CC2)OC)C)C (2R)-2-({2-[4-(2-hydroxyethoxy)pyridin-2-yl]-5H,6H,7H-cyclopenta[d]pyrimidin-4-yl}(methyl)amino)-N-(6-methoxypyridin-3-yl)propanamide